6-methyl-1-phenyl-2,3-dihydro-1H-pyrrolo[2,3-b]quinolin-4-ylamine CC=1C=C2C(=C3C(=NC2=CC1)N(CC3)C3=CC=CC=C3)N